5-methoxy-2-(quinolin-5-ylmethoxy)benzaldehyde COC=1C=CC(=C(C=O)C1)OCC1=C2C=CC=NC2=CC=C1